6-(4-Ethyl-3-pyridyl)-N3-isopropyl-cinnoline-3,8-diamine C(C)C1=C(C=NC=C1)C=1C=C2C=C(N=NC2=C(C1)N)NC(C)C